N-(2-chloro-4-(trifluoromethyl)phenyl)-2-(6-ethyl-7-(4-(5-hydroxy-6-methylpyrimidine-4-carbonyl)piperazin-1-yl)-2-methyl-8-oxopyrido[2,3-b]thieno[2,3-e]pyrazin-5(8H)-yl)acetamide ClC1=C(C=CC(=C1)C(F)(F)F)NC(CN1C(=C(C(C=2C1=NC1=C(N2)SC(=C1)C)=O)N1CCN(CC1)C(=O)C1=NC=NC(=C1O)C)CC)=O